C(C=C)OS(=O)=O.[Na] sodium monoallylsulfonate